FC=1C=C(CSC2=NN=C3N2C(=CC(N3)=O)CCC)C=C(C1)F 3-[(3,5-difluorobenzyl)sulfanyl]-5-propyl[1,2,4]triazolo[4,3-a]pyrimidin-7(8H)-one